(3S)-3-({N-[(4-methoxy-1H-indol-2-yl) carbonyl]-L-leucyl}amino)-2-oxo-4-[(3S)-2-oxopyrrolidin-3-yl]butyl 1,4-dimethyl-1H-pyrazole-3-carboxylate CN1N=C(C(=C1)C)C(=O)OCC([C@H](C[C@H]1C(NCC1)=O)NC([C@@H](NC(=O)C=1NC2=CC=CC(=C2C1)OC)CC(C)C)=O)=O